C1(CC1)C1=CC=2N(C(=C1)N1C(OCC1)=O)N=C(C2)CNC(OC(C)(C)C)=O tert-butyl ((5-cyclopropyl-7-(2-oxooxazolidin-3-yl)pyrazolo[1,5-a]pyridin-2-yl)methyl)carbamate